C1(=CC(=CC=C1)C=1N(C(=C2CCCCC12)C)C=1C=CC=C2C=CC(=CC12)O)C1=CC=CC=C1 8-(1-([1,1'-biphenyl]-3-yl)-3-methyl-4,5,6,7-tetrahydro-2H-isoindol-2-yl)naphthalen-2-ol